6-isopropoxy-N-(pyrazolo[1,5-a]pyrimidin-3-yl)-2H-indazole-5-carboxamide C(C)(C)OC=1C(=CC2=CNN=C2C1)C(=O)NC=1C=NN2C1N=CC=C2